BrC=1C2=C(C(NC1)=O)N(C(=C2)C(=O)OCC)S(=O)(=O)C2=CC=C(C=C2)C ethyl 4-bromo-1-(4-methylbenzene-1-sulfonyl)-7-oxo-6,7-dihydro-1H-pyrrolo[2,3-c]pyridine-2-carboxylate